(4-(2-bromophenoxy)phenyl)-6,7-bis(2-methoxyethoxy)quinazolin-4-amine BrC1=C(OC2=CC=C(C=C2)C2=NC3=CC(=C(C=C3C(=N2)N)OCCOC)OCCOC)C=CC=C1